S(=O)(=O)(C1=CC=C(C)C=C1)N1C=CC2=C1N=C(N=C2NC=2N=CN(C2)C2=CC(=C(C(=C2)OC)OC)OC)N2C(CCC2)CO (1-(7-tosyl-4-((1-(3,4,5-trimethoxyphenyl)-1H-imidazol-4-yl)amino)-7H-pyrrolo[2,3-d]pyrimidin-2-yl)pyrrolidin-2-yl)methanol